BrC1=C(C=CC(=N1)C1=CN=C2N1C=C(C=C2)C(C(F)(F)F)(C)O)F 2-(3-(6-bromo-5-fluoropyridin-2-yl)imidazo[1,2-a]pyridin-6-yl)-1,1,1-trifluoropropan-2-ol